[5,5-dimethyl-(4,5-dihydroisoxazol-3-yl)]thioformamidine hydrobromide Br.CC1(CC(=NO1)SC(=N)N)C